C(C)(C)[C@H]1[C@@H](C[C@@H](CC1)C)N1N=NC(=C1)C(=O)C1=C(C=CC=C1)OC (1-((1R,2S,5R)-2-isopropyl-5-methylcyclohexyl)-1H-1,2,3-triazole-4-yl)(2-methoxyphenyl)methanone